N-(5-methyl-4-oxo-2,3,4,5-tetrahydrobenzo[b][1,4]oxazepin-3-yl)-2-(1-phenylcyclopropyl)-1H-imidazole-5-carboxamide CN1C2=C(OCC(C1=O)NC(=O)C1=CN=C(N1)C1(CC1)C1=CC=CC=C1)C=CC=C2